rel-2-(2,2-dimethyl-1,3-di-Oxapent-4-yl)pyrimidin-5-amine CC(O)(O[C@H](C)C1=NC=C(C=N1)N)C |o1:4|